BrC1=C2C=CC(=C(C2=CC=C1)F)C(=O)OC methyl 5-bromo-1-fluoro-2-naphthoate